(Z)-3-hexene CC\C=C/CC